ClC1=C(C(=O)O)C(=CC(=N1)C(F)(F)F)C 2-chloro-4-methyl-6-(trifluoromethyl)nicotinic acid